C(C1=CC=CC=C1)OC1=NC(=CC=C1C1=NN(C2=C(C=CC=C12)N1CCC(CC1)OC1CCN(CC1)C(=O)OC(C)(C)C)C)OCC1=CC=CC=C1 tert-butyl 4-((1-(3-(2,6-bis(benzyloxy)pyridin-3-yl)-1-methyl-1H-indazol-7-yl)piperidin-4-yl)oxy)piperidine-1-carboxylate